5-(Imidazo[1,2-a]pyrimidin-6-yl)-N-(2,2,2-trifluoroethyl)pyrrolo[2,1-f]triazin-2-amine N=1C=CN2C1N=CC(=C2)C=2C=CN1NN(C=CC12)NCC(F)(F)F